2-amino-4-[1-methyl-4-[(3-phenoxyphenyl)methyl]pyrazol-3-yl]-1H-pyrimidin-6-one NC=1NC(C=C(N1)C1=NN(C=C1CC1=CC(=CC=C1)OC1=CC=CC=C1)C)=O